(R)-1-(tert-butoxycarbonyl)-4-oxopyrrolidine-2-carboxylate C(C)(C)(C)OC(=O)N1[C@H](CC(C1)=O)C(=O)[O-]